C1(=CC=CC=C1)C(O)([C@@H]1NCCC1)C1=CC=CC=C1 (R)-α,α-Diphenyl-2-pyrrolidinmethanol